2-(3-(trifluoromethyl)phenyl)propanoic acid FC(C=1C=C(C=CC1)C(C(=O)O)C)(F)F